ClC=1C=CC=C2C(=NNC(C12)=O)[2H] 8-chloro-4-deuterio-2H-phthalazin-1-one